7-fluoro-3-isopropyl-2-methyl-5-(4,4,5,5-tetramethyl-1,3,2-dioxaborolan-2-yl)indazole FC1=CC(=CC2=C(N(N=C12)C)C(C)C)B1OC(C(O1)(C)C)(C)C